NC=1SC(=CN1)C(=O)NC1=C(C=C(C(=C1)C(NC=1N=NC(=CC1)C1CC1)=O)F)C 2-Amino-N-[5-[(6-cyclopropylpyridazin-3-yl)carbamoyl]-4-fluoro-2-methylphenyl]-1,3-thiazole-5-carboxamide